NC1=CC=C(C=C1)C1=CN=CC(=N1)N(C)C 6-(4-aminophenyl)-N,N-dimethylpyrazin-2-amine